F[C@H]1C[C@H](N2N=C(N=C21)C(CC2CCOCC2)=O)C2=CC=CC=C2 |r| 1-[rac-(5S,7S)-7-fluoro-5-phenyl-6,7-dihydro-5H-pyrrolo[1,2-b][1,2,4]triazol-2-yl]-2-tetrahydropyran-4-yl-ethanone